NC1CC(C1)C1=CC2=C(N=C(N=C2N[C@H](C)C2=C(C(=CC=C2)C)F)C)N=C1OC 6-((1s,3S)-3-aminocyclobutyl)-N-((R)-1-(2-fluoro-3-methylphenyl)ethyl)-7-methoxy-2-methylpyrido[2,3-d]pyrimidin-4-amine